ClC=1C=CC=C2[C@H](CCOC12)NC(=O)NC1=NN(C=C1)C1=CC=C(C=C1)C(CNC)(F)F 1-[(4S)-8-chlorochroman-4-yl]-3-[1-[4-[1,1-difluoro-2-(methylamino)ethyl]phenyl]pyrazol-3-yl]urea